C(C)(C)(C)OC(=O)N[C@H](C(=O)O)CCCC1CCCCC1 (S)-2-((tert-Butoxycarbonyl)amino)-5-cyclohexylpentanoic acid